NC1=NC(=C2N=CN(C2=N1)CCNC(=O)C1=CC(=NN1CC)C)N1N=CC=C1 N-(2-(2-amino-6-(1H-pyrazol-1-yl)-9H-purin-9-yl)ethyl)-1-ethyl-3-methyl-1H-pyrazole-5-carboxamide